CN(C1=NC=2N(C3=CC(=CC=C13)C=1N(C=CC1)C(=O)OC(C)(C)C)C=NN2)C2=CC=CC=C2 tert-butyl 2-(5-(methyl (phenyl) amino)-[1,2,4]triazolo[4,3-a]quinazolin-8-yl)-1H-pyrrole-1-carboxylate